C(C)(C)(C)OC(=O)N1CC2N(C3=C(OC2)C=C(C=N3)[N+](=O)[O-])CC1 3-nitro-6a,7,9,10-tetrahydropyrazino[1,2-d]pyrido[3,2-b][1,4]oxazine-8(6H)-carboxylic acid tert-butyl ester